C1(CCCCC1)C[C@@H](C(=O)N[C@H](CO)CCC(N1CC(OCC1)C1=CC=CC=C1)=O)NC(OCC1=CC(=CC=C1)Cl)=O 3-Chlorobenzyl ((2S)-3-cyclohexyl-1-(((2S)-1-hydroxy-5-oxo-5-(2-phenylmorpholino)pentan-2-yl)amino)-1-oxopropan-2-yl)carbamate